C(C)OC(=O)C1CC(C1)N1CCN(C2(CC2)C1)C(=O)OC(C)(C)C tert-butyl 7-[3-(ethoxycarbonyl)cyclobutyl]-4,7-diazaspiro[2.5]octane-4-carboxylate